acryloxybutyl-(vinyldimethylsiloxy)dimethylsilane BIS(2-BUTYLOCTYL)10-(N-DECYL-5-(DIMETHYLAMINO)-2-FLUOROPENTANAMIDO)NONADECANEDIOATE C(CCC)C(COC(CCCCCCCCC(CCCCCCCCC(=O)OCC(CCCCCC)CCCC)N(C(C(CCCN(C)C)F)=O)CCCCCCCCCC)=O)CCCCCC.C(C=C)(=O)OCCCC[Si](C)(C)O[Si](C)(C)C=C